CC1=NC=2C=3C(CCC2C=N1)=C(ON3)C(=O)NC=3SC(=NN3)SC 8-Methyl-N-(5-(methylthio)-1,3,4-thiadiazol-2-yl)-4,5-dihydroisoxazolo[4,3-h]quinazoline-3-carboxamide